C(=O)(O)C(CCCC1=CC=C(C=C1)OCCOCCOCC)N1CCN(CCN(CCN(CC1)C(C(=O)[O-])CO)C(C(=O)[O-])CO)C(C(=O)[O-])CO.[Gd+3] Gadolinium 2,2',2''-{10-[1-carboxy-4-{4-[2-(2-ethoxyethoxy)ethoxy]phenyl}butyl]-1,4,7,10-tetraazacyclododecan-1,4,7-triyl}tris(3-hydroxypropanoat)